CN(CCCN=C=NCC)C N-(3-dimethylaminopropyl)-N'-Ethylcarbodiimide